C1(C(C=CC=C1)C)(C)C(=O)O xylenic acid